1,3-dihydrobenzo[c][1,2]oxaborole-7-carbonitrile B1OCC2=C1C(=CC=C2)C#N